5-(1-methyl-3-(trifluoromethyl)-1H-pyrazol-4-yl)-2-((1-methylpiperidin-2-yl)methyl)-3,4-dihydroisoquinolin-1(2H)-one CN1N=C(C(=C1)C1=C2CCN(C(C2=CC=C1)=O)CC1N(CCCC1)C)C(F)(F)F